N1=NN(C2=NC=CC=C21)C2=C(C(=O)N(C1CNCC1)C1=NC=CC=C1Cl)C=CC=C2 (3H-[1,2,3]triazolo[4,5-b]pyridin-3-yl)-N-(3-chloropyridin-2-yl)-N-(pyrrolidin-3-yl)benzamide